N-(4-((2-(1,1-difluoroethyl)-6-methylpyrimidin-4-yl)amino)-5-(6-(2-methoxypropan-2-yl)pyrimidin-4-yl)pyridin-2-yl)acetamide FC(C)(F)C1=NC(=CC(=N1)NC1=CC(=NC=C1C1=NC=NC(=C1)C(C)(C)OC)NC(C)=O)C